tert-butyl 2-chloro-5H,6H,7H,8H-pyrido[3,4-d]pyrimidine-7-carboxylate ClC=1N=CC2=C(N1)CN(CC2)C(=O)OC(C)(C)C